2-methyl-3-(methylsulfonyl)azetidine CC1NCC1S(=O)(=O)C